C[C@H](CNC(C)C1=CC=CC=C1)CC (2s,2'RS)-2-methylbutyl-α-phenylethylamine